((7-bromobenzofuran-3-yl)methoxy)(tert-butyl)dimethylsilane BrC1=CC=CC=2C(=COC21)CO[Si](C)(C)C(C)(C)C